OC1=C(N(C2=CC=C(C(=C12)C(C(=O)C1=CC=C(C=C1)[N+](=O)[O-])=O)OC)C1=CC=C(C=C1)OC)C1=CC=C(C=C1)[N+](=O)[O-] 1-(3-hydroxy-5-methoxy-1-(4-methoxyphenyl)-2-(4-nitrophenyl)-1H-indol-4-yl)-2-(4-nitrophenyl)ethane-1,2-dione